BrC=1C=C(C=CC1C#N)[Mg]Cl (3-bromo-4-cyano-phenyl)-magnesium chloride